C(C)(C)(C)OC(=O)N1CCN(CCC1)C=1C=NN(C1)C1=NC2=CC(=CC=C2N=C1)O.N1(CCOCC1)CCNC1=CC=C(C(=O)N)C=C1 4-{[2-(4-morpholinyl)ethyl]amino}benzamide tert-butyl-4-[1-(7-hydroxyquinoxalin-2-yl)pyrazol-4-yl]-1,4-diazepane-1-carboxylate